C(C)(C)(C)OC(NC1CN(CCC12CCN(CC2)C2=NC=C(N=C2)SC2=C(C(=NC=C2)N2CCOCC2)Cl)C(C)=O)=O (3-Acetyl-9-(5-((3-chloro-2-morpholinylpyridin-4-yl)thio)pyrazin-2-yl)-3,9-diazaspiro[5.5]undec-1-yl)carbamic acid tert-butyl ester